6,7-diphenyl-1,8-naphthyridin-3-amine C1(=CC=CC=C1)C=1C=C2C=C(C=NC2=NC1C1=CC=CC=C1)N